O[C@@H]1CC2=CC([C@H]3[C@@H]4CC[C@H]([C@@H](CCCC(C)(C)O)C)[C@]4(CC[C@@H]3[C@]2(CC1)C)C)=O 3β,25-dihydroxy-5-cholesten-7-one